C(C)(C)(C)OC(=O)N1CC2(CC2)C2=C(CC1)C=C(C=C2)NC(C2=CC=CC=C2)C2=CC=CC=C2 7-((benzhydryl)amino)-4,5-dihydrospiro[benzo[d]azepin-1,1'-cyclopropane]-3(2H)-carboxylic acid tert-butyl ester